BrC=1C(=NC(=NC1)NC1=C(C=C(C(=C1)OC)N1CCC(CC1)N1CCN(CC1)C)C)NC1=C(C=C(C=C1)OC)C(C)(C)O 2-(2-((5-Bromo-2-((5-methoxy-2-methyl-4-(4-(4-methylpiperazin-1-yl)piperidin-1-yl)Phenyl)amino)pyrimidin-4-yl)amino)-5-methoxyphenyl)propan-2-ol